(S)-2-(2,6-dioxopiperidin-3-yl)-7-methyl-5-(piperidin-4-yl)-3,5-dihydro-1H-pyrrolo[3,4-c]pyridine-1,4(2H)-dione O=C1NC(CC[C@@H]1N1CC=2C(N(C=C(C2C1=O)C)C1CCNCC1)=O)=O